C1(CCCCCC1O)O 1,7-cycloheptanediol